methyl 2-((tert-butoxycarbonyl)amino)-7-((2'-Chloro-3'-fluoro-[1,1'-biphenyl]-2-yl)oxy)-1,2,3,4-tetrahydronaphthalene-2-carboxylate C(C)(C)(C)OC(=O)NC1(CC2=CC(=CC=C2CC1)OC1=C(C=CC=C1)C1=C(C(=CC=C1)F)Cl)C(=O)OC